OCC1C2C(CN1)CN(C2)C(=O)OC(C)(C)C tert-butyl 4-(hydroxymethyl)hexahydropyrrolo[3,4-c]pyrrole-2(1H)-carboxylate